C(C)(=O)N1CCC(CC1)N(C1=CC=C(C=N1)C=1C=C(C=2N(C1)N=CC2C#N)SC2=C(C=CC=C2)C#N)C 6-(6-((1-acetylpiperidin-4-yl)(methyl)amino)pyridin-3-yl)-4-((2-cyanophenyl)thio)pyrazolo[1,5-a]pyridine-3-carbonitrile